(R)-1-(5-fluoro-2-methylpyridin-3-yl)ethyl (4-(5-(3-cyanobicyclo[1.1.1]pentane-1-carboxamido)pyridin-2-yl)-1-methyl-1H-1,2,3-triazol-5-yl)carbamate C(#N)C12CC(C1)(C2)C(=O)NC=2C=CC(=NC2)C=2N=NN(C2NC(O[C@H](C)C=2C(=NC=C(C2)F)C)=O)C